CC1=CC=CC(=N1)C1=NNC=C1C=1N=C2C=C(C=NC2=CC1)NC(CNS(=O)(=O)C1=CC=C(C=C1)C)=O N-[6-[3-(6-methyl-2-pyridyl)-1H-pyrazol-4-yl]-1,5-naphthyridin-3-yl]-2-(p-tolylsulfonylamino)acetamide